FC(C1=CC=C(C=C1)C=1C=2N(C=C(N1)C=O)C=CN2)(F)F 8-(4-(trifluoromethyl)phenyl)imidazo[1,2-a]pyrazine-6-carbaldehyde